BrCC(C(CO)C)O (bromomethyl)-2-methylpropane-1,3-diol